O(N)CCC1=C(C=C(C(=C1)C)F)F 1-[2-(aminoxy)ethyl]-2,4-difluoro-5-methyl-benzene